(2Z)-3-amino-1,4-diphenylbut-2-en-1-one N\C(=C/C(=O)C1=CC=CC=C1)\CC1=CC=CC=C1